S-[[2-fluoro-3-[[7-[(3-fluoro-2-pyridyl)oxy]-4-methyl-2-oxo-chromen-3-yl]methyl]phenyl]methyl] ethanethioate C(C)(SCC1=C(C(=CC=C1)CC=1C(OC2=CC(=CC=C2C1C)OC1=NC=CC=C1F)=O)F)=O